COCCNC1=C2C(=NC(=C1)NC1=CC=C(C=3CCOC31)C(=O)N3CCOCC3)NC=C2C(F)(F)F (7-((4-((2-methoxyethyl)amino)-3-(trifluoromethyl)-1H-pyrrolo[2,3-b]pyridin-6-yl)amino)-2,3-dihydrobenzofuran-4-yl)(morpholino)methanone